ClC=1C=CC=C2C=CC=C(C12)N1CC=2N=C(N=C(C2CC1)N1CC2C(C1)C(NC2=O)=O)OCC21CCCN1CCC2 5-(7-(8-chloronaphthalen-1-yl)-2-((hexahydro-1H-pyrrolizin-7a-yl)methoxy)-5,6,7,8-tetrahydropyrido[3,4-d]pyrimidin-4-yl)tetrahydropyrrolo[3,4-c]pyrrole-1,3(2H,3aH)-dione